[Si](C)(C)(C(C)(C)C)OCN1CCC(C2=CC=CC(=C12)NCC1=CC=C(C=C1)OC)(C)C ((tert-butyldimethylsilyloxy)methyl)-N-(4-methoxybenzyl)-4,4-dimethyl-1,2,3,4-tetrahydroquinolin-8-amine